ClC=1C(=NC(=C(C#N)C1)N1C[C@@H]([C@@H]([C@@H](C1)C)F)O)NC1=CC2=C(N(C(N2CCC(C)(C)O)=O)C)C=C1 5-chloro-2-((3S,4R,5R)-4-fluoro-3-hydroxy-5-methylpiperidin-1-yl)-6-((3-(3-hydroxy-3-methylbutyl)-1-methyl-2-oxo-2,3-dihydro-1H-benzo[d]imidazol-5-yl)amino)nicotinonitrile